N[C@H]1C[C@@H](CC1)C(=O)N[C@H](C1(CCCC1)C)C1=C(C(=CC=C1F)Cl)Cl (1R,3R)-3-amino-N-((R)-(2,3-dichloro-6-fluorophenyl)(1-methylcyclopentyl)methyl)cyclopentane-1-carboxamide